β,β,1-Trimethyl-L-tryptophyl-N-[(3S,4E)-6-{[(1R)-1,3-dicarboxypropyl]amino}-2,5-dimethyl-6-oxohex-4-en-3-yl]-N,3-dimethyl-L-valinamide CC([C@H](N)C(=O)N[C@@H](C(C)(C)C)C(=O)N(C)[C@@H](C(C)C)\C=C(\C(=O)N[C@H](CCC(=O)O)C(=O)O)/C)(C1=CN(C2=CC=CC=C12)C)C